OC(CNC(=O)NCC(C)O)C 1,3-bis(2-hydroxypropyl)urea